C1(=CC=C2C=CC3=CC=CC4=CC=C1C2=C34)C3=CC(=CC(=C3)C3=CC=C4C=CC2=CC=CC1=CC=C3C4=C21)C2=CC=C1C=CC4=CC=CC3=CC=C2C1=C43 1,3,5-tri(1-pyrenyl)benzene